tert-butyl N-[3-methyl-5-[[2-[(2S,5R)-5-methyl-2-[3-(methylamino)phenyl]-1-piperidyl]-2-oxo-acetyl]amino]-2-pyridyl]carbamate CC=1C(=NC=C(C1)NC(C(=O)N1[C@@H](CC[C@H](C1)C)C1=CC(=CC=C1)NC)=O)NC(OC(C)(C)C)=O